4-(hydroxymethyl)-4-(trifluoromethyl)cyclohexan-1-one oxime OCC1(CCC(CC1)=NO)C(F)(F)F